ClC(C(C(C(C(C(C(C(OC(C(S(=O)(=O)[O-])(F)F)(F)F)(F)F)(F)F)(F)F)(F)F)(F)F)(F)F)(F)F)(F)F.[K+] potassium 11-chloroeicosafluoro-3-oxaundecane-1-sulfonate